diethyl 4-methyl-1-[1-(2-naphthyl)-1-oxopropan-2-yl]-1H-pyrazole-3,5-dicarboxylate CC=1C(=NN(C1C(=O)OCC)C(C(=O)C1=CC2=CC=CC=C2C=C1)C)C(=O)OCC